[C-]#N.C[NH+]1CC(CCC1)CCCC 1-Methyl-3-butylpiperidinium cyanid